OCCCCN1C[C@@H]([C@@H](C1)OCCCCCCC(C(=O)[O-])(CCCCCCCC)CCCCCC)OCCCCCCC(C(=O)[O-])(CCCCCCCC)CCCCCC (((3S,4R)-1-(4-hydroxybutyl)pyrrolidine-3,4-diyl)bis(oxy))bis(hexane-6,1-diyl)bis(2-hexyldecanoate)